4-(Benzyloxy)-2-((2R,3S,4S,5R)-3-(3,4-difluoro-2-methoxyphenyl)-4,5-dimethyl-5-(trifluoromethyl)tetrahydrofuran-2-yl)-5-(3-methoxyprop-1-en-2-yl)-6-methylpyrimidine C(C1=CC=CC=C1)OC1=NC(=NC(=C1C(=C)COC)C)[C@@H]1O[C@]([C@H]([C@H]1C1=C(C(=C(C=C1)F)F)OC)C)(C(F)(F)F)C